C=CC=CCCCCCC=CCCC 10-tetradecenediene